3-oxabicyclo[3.3.0]-6-octene C12COCC2C=CC1